(R)-N-(5-chloro-6-(cyclopentylmethoxy)benzo[d]isoxazol-3-yl)-4-(pyrrolidin-3-yloxy)piperidine-1-sulfonamide ClC=1C(=CC2=C(C(=NO2)NS(=O)(=O)N2CCC(CC2)O[C@H]2CNCC2)C1)OCC1CCCC1